acryloyl-thiobiphenyl C(C=C)(=O)SC1=C(C=CC=C1)C1=CC=CC=C1